C(C)(C)(C)OC(=O)N1CCC(=CC1)C1=CC=C(C=C1)N(C(=O)N1CCSCC1)CC1=C(C=C(C=C1)C=1OC(=NN1)C(F)F)F 4-[4-[[4-[5-(Difluoromethyl)-1,3,4-oxadiazol-2-yl]-2-fluoro-phenyl]methyl-(thiomorpholine-4-carbonyl)amino]phenyl]-3,6-dihydro-2H-pyridine-1-carboxylic acid tert-butyl ester